B([O-])([O-])[O-].FC=1C(=C(C(=C(C1)F)F)F)F.[SH3+].[SH3+].[SH3+] sulfonium pentafluorobenzene borate salt